N1=C(N=C(C2=C1C=CC=N2)O)O pyrido[3,2-d]pyrimidine-2,4-diol